C(OC(CCCCCCCC)CCCCCCCC)(SCCCCCCN(CCCCCCSC(=O)OCCCCCCCCC)CCO)=O O-(heptadecan-9-yl) S-(6-((2-hydroxyethyl) (6-(((nonyloxy) carbonyl) thio) hexyl) amino) hexyl) carbonothioate